C(C)(=O)C=1C=CC(=C(C1)C=1C2=C(C(N(C1)C)=O)SC(=C2)C(=O)OC)OC2=C(C=C(C=C2C)F)C methyl 4-(5-acetyl-2-(4-fluoro-2,6-dimethylphenoxy) phenyl)-6-methyl-7-oxo-6,7-dihydrothieno[2,3-c]pyridine-2-carboxylate